1-methyl-5-vinyl-1H-indole CN1C=CC2=CC(=CC=C12)C=C